ethyl 4-[[(1S)-1-(hydroxymethyl)-2-(1H-indol-3-yl)ethyl]amino]-2-(3-methyl-4-methylsulfonyl-anilino)pyrimidine-5-carboxylate OC[C@H](CC1=CNC2=CC=CC=C12)NC1=NC(=NC=C1C(=O)OCC)NC1=CC(=C(C=C1)S(=O)(=O)C)C